N1=CC(=C(C2=CC=CC=C12)C(=O)[O-])C(=O)[O-] quinoline-3,4-dicarboxylate